C[C@H]1CC[C@H](CN1C(CC1=CC=NC=C1)=O)C(=O)[O-].[Na+] Sodium (3R,6S)-6-methyl-1-(2-(pyridin-4-yl)acetyl)piperidine-3-carboxylate